5,8-dihydroxy-2,3-bis(phenyl-selanyl)naphthalene-1,4-dione OC1=C2C(C(=C(C(C2=C(C=C1)O)=O)[Se]C1=CC=CC=C1)[Se]C1=CC=CC=C1)=O